S(=O)(=O)(ON1[C@@H]2CC[C@H](N(C1=O)C2)C(NC(=O)C=2C=NOC2)=N)O (2S,5R)-2-(N-(isoxazole-4-carbonyl) carbamimidoyl)-7-oxo-1,6-diazabicyclo[3.2.1]octan-6-yl hydrogen sulfate